2-(6-(5,5-dimethyl-2-oxopiperazin-1-yl)pyridin-2-yl)-1,6-naphthyridin CC1(NCC(N(C1)C1=CC=CC(=N1)C1=NC2=CC=NC=C2C=C1)=O)C